potassium 2,3-epoxypropanesulfonate C(C1CO1)S(=O)(=O)[O-].[K+]